FC1=CC2=C(N(C(=N2)N2C[C@H]([C@@H](CC2)F)N)CC2=C(C=CC=C2)C(F)(F)F)C=C1F (3R,4R)-1-(5,6-Difluoro-1-(2-(trifluoromethyl)benzyl)-1H-benzimidazol-2-yl)-4-fluoro-3-piperidinamin